C(#N)[C@H](C[C@H]1C(NCCC1)=O)NC(=O)[C@@H]1N([C@@H]2CC([C@H]1CC2)(F)F)C([C@@H](CC2CC2)NC(C(F)(F)F)=O)=O (1S,3R,4S)-N-[(1S)-1-cyano-2-[(3S)-2-oxo-3-piperidyl]ethyl]-2-[(2R)-3-cyclopropyl-2-[(2,2,2-trifluoroacetyl)amino]propanoyl]-5,5-difluoro-2-azabicyclo[2.2.2]octane-3-carboxamide